C(C1=CC=CC=C1)N1C(=NC=2C1=NC=CC2)CCC(=O)NCCCC 3-(3-Benzyl-3H-imidazo[4,5-b]pyridin-2-yl)-N-butyl-propionamide